2-(5-chloropyridazin-3-yl)-5-(4-methylpiperazin-1-yl)-4,5,6,7-tetrahydro-2H-indazol-3-ol ClC=1C=C(N=NC1)N1N=C2CCC(CC2=C1O)N1CCN(CC1)C